OCC=1C(=NC=C(C1)OC)O 3-(hydroxymethyl)-5-methoxypyridin-2-ol